(4-cyanophenyl)-4-hydroxypiperidine-1-carboxylic acid tert-butyl ester C(C)(C)(C)OC(=O)N1C(CC(CC1)O)C1=CC=C(C=C1)C#N